C(#N)[C@]1(OCC1)C(=O)N1CC2(CC2)[C@@H]([C@@H]1CC=1C(=C(C=CC1)C1=CC=CC=C1)F)NS(=O)(=O)CF N-((6S,7S)-5-((S)-2-cyanooxetane-2-carbonyl)-6-((2-fluoro-[1,1'-biphenyl]-3-yl)methyl)-5-azaspiro[2.4]heptane-7-yl)-1-fluoromethanesulfonamide